[N-](S(=O)(=O)C(F)(F)F)S(=O)(=O)C(F)(F)F.[Mn+2].[N-](S(=O)(=O)C(F)(F)F)S(=O)(=O)C(F)(F)F manganese bistrifluoromethanesulfonimide